3-{6-[(1-{[4-(trifluoromethyl)phenyl]carbamoyl}-D-prolyl)amino]pyridin-3-yl}benzoic acid FC(C1=CC=C(C=C1)NC(=O)N1[C@H](CCC1)C(=O)NC1=CC=C(C=N1)C=1C=C(C(=O)O)C=CC1)(F)F